1,2,4-naphthalenetricarboxylic acid-1,2-anhydride C=12C(=CC(=C3C=CC=CC13)C(=O)O)C(=O)OC2=O